C(C)(C)(C)OC(=O)N[C@H](C(=O)N[C@H](C(=O)NC1=CC(=C(C(=O)O)C=C1)C1=NN=NN1)C)C(C)C 4-((S)-2-((S)-2-((tert-Butoxycarbonyl)amino)-3-methylbutanamido)propanamido)-2-(1H-tetrazol-5-yl)benzoic acid